(±)-methyl (2S,3R,6R)-3,6-dimethyl-5-methylene-4-oxo-2-(4-(trifluoromethyl)phenethyl)tetrahydro-2H-pyran-3-carboxylate C[C@]1([C@@H](O[C@@H](C(C1=O)=C)C)CCC1=CC=C(C=C1)C(F)(F)F)C(=O)OC |r|